[2-fluoro-5-(trifluoromethoxy)phenyl]boronic acid FC1=C(C=C(C=C1)OC(F)(F)F)B(O)O